2-oxo-bicyclo[2.2.2]octane-1,4-dicarboxylic acid dimethyl ester COC(=O)C12C(CC(CC1)(CC2)C(=O)OC)=O